C(C1=CC=CC=C1)N(CCC1=NN(C(O1)=O)C=1C=CC=2OCC(NC2N1)=O)CC1=CC=CC=C1 6-[5-[2-(dibenzylamino)ethyl]-2-oxo-1,3,4-oxadiazol-3-yl]-4H-pyrido[3,2-b][1,4]oxazin-3-one